ON=C(N)C1CCOCC1 N'-hydroxytetrahydro-2H-pyran-4-carboxamidine